NC1=NC=CC(=N1)C=1C2=C(C(=NC1)NCC=1C=C(C(=O)O)C=C(C1)F)CCO2 3-(((7-(2-Aminopyrimidin-4-yl)-2,3-dihydrofuro[3,2-c]pyridin-4-yl)amino)methyl)-5-fluorobenzoic acid